1-((1R,2S,3R,3aS,5S)-2,3,5-trihydroxy-2,3,3a,4,5,6-hexahydro-1H-inden-1-yl)-1H-1,2,4-triazole-5-carboxamide O[C@H]1[C@@H](C2=CC[C@@H](C[C@@H]2[C@H]1O)O)N1N=CN=C1C(=O)N